(R)-l-1-(3-chloro-4-fluorophenyl)-8-((3S,5R)-3,5-dimethylpiperazin-1-yl)-3-(methoxymethoxy)-10-(trifluoromethyl)-3,4-dihydro-2H,6H-[1,4]thiazepino[2,3,4-ij]quinazolin-6-one ClC=1C=C(C=CC1F)S1C[C@@H](CN2C(N=C(C3=CC(=CC1=C23)C(F)(F)F)N2C[C@@H](N[C@@H](C2)C)C)=O)OCOC